4-(1-methyl-1H-1,2,3-triazol-4-yl)-7-(6-((2,2,6,6-tetramethylpiperidin-4-yl)oxy)pyridazin-3-yl)-1-((2-(trimethylsilyl)ethoxy)methyl)-1H-indazole CN1N=NC(=C1)C1=C2C=NN(C2=C(C=C1)C=1N=NC(=CC1)OC1CC(NC(C1)(C)C)(C)C)COCC[Si](C)(C)C